C(C)(=O)C1=NC2=CC=CC=C2C(=C1)N1N=CC(=C1C(F)(F)F)C(=O)NC=1C=NC(=C(C1)Cl)N1N=CC=N1 1-(2-Acetylchinolin-4-yl)-N-(5-chloro-6-(2H-1,2,3-triazol-2-yl)pyridin-3-yl)-5-(trifluoromethyl)-1H-pyrazol-4-carboxamid